2-(bicyclo[2.2.2]oct-1-yl)-4-bromoindazole C12(CCC(CC1)CC2)N2N=C1C=CC=C(C1=C2)Br